ClC=1C(=NC=CN1)C=O 3-chloro-2-pyrazinecarboxaldehyde